Br.N1CCNCC(C1)CS (1,4-diazepan-6-yl)methanethiol HBr